amino-1,8-heptadecanedi-carboxylic acid NC(CCCCCCC(CCCCCCCCC)C(=O)O)C(=O)O